COC1=NC=CC(=C1)C1=NC2=C(N1C=1C=C3CCC(NC3=CC1)=O)C=CC(=C2)C(=O)NC 2-(2-methoxypyridin-4-yl)-N-methyl-1-(2-oxo-1,2,3,4-tetrahydroquinolin-6-yl)-1H-benzo[d]imidazole-5-carboxamide